N-Methyl-Glutamate CN[C@@H](CCC(=O)[O-])C(=O)[O-]